CC=1C=CC(=C2C=CC(=NC12)C=1OC2=C(C1C)C=CC=C2)O[C@H](C)C2=CC=CC=C2 8-Methyl-2-(3-methyl-1-benzofuran-2-yl)-5-[(1R)-1-phenylethoxy]quinolin